BrC=1C=C2C=C(N=CC2=CC1Cl)NC(=O)C1C(C1C=1C=NN(C1)C)CC trans-N-(6-bromo-7-chloroisoquinolin-3-yl)-2-ethyl-3-(1-methyl-1H-pyrazol-4-yl)cyclopropane-1-carboxamide